3-(4-phenoxyphenyl)-1-[(3R)-pyrrolidin-3-yl]pyrazolo[3,4-d]pyrimidin-4-amine O(C1=CC=CC=C1)C1=CC=C(C=C1)C1=NN(C2=NC=NC(=C21)N)[C@H]2CNCC2